C(C1=CC=CC=C1)N1[C@@H]([C@@H](O[C@@H](C1)C)C)CO[Si](C1=CC=CC=C1)(C1=CC=CC=C1)C(C)(C)C (2S,3R,6R)-4-Benzyl-3-(((tert-butyldiphenylsilyl)oxy)methyl)-2,6-dimethylmorpholine